NC1=NN(C=2CN(CCC21)S(=O)(=O)C(F)F)C(=O)C2CCNC1=CC=C(C=C21)F (3-amino-6-(difluoromethyl-sulfonyl)-4,5,6,7-tetrahydro-pyrazolo[3,4-c]pyridin-1-yl)(6-fluoro-1,2,3,4-tetrahydro-quinolin-4-yl)methanone